N-(4-(cis-bicyclo[3.1.0]hexan-3-yloxy)-3,5-difluorophenyl)-5-((dimethylamino)methyl)-2-(3-ethyl-3-methoxyazetidin-1-yl)oxazole-4-carboxamide C12CC(CC2C1)OC1=C(C=C(C=C1F)NC(=O)C=1N=C(OC1CN(C)C)N1CC(C1)(OC)CC)F